C(C)OC(=O)C=1C=NN2C1N=C(C=C2C)C2=CC(=CC=C2)OC2=NC=CC=N2 7-methyl-5-(3-(pyrimidin-2-yloxy)phenyl)pyrazolo[1,5-a]Pyrimidine-3-carboxylic acid ethyl ester